FC1=C(C(=CC2=CC=C(C=C12)NCCC(F)(F)F)O)N1CC(NS1(=O)=O)=O 5-{1-fluoro-3-hydroxy-7-[(3,3,3-trifluoropropyl)amino]naphthalen-2-yl}-1λ6,2,5-thiadiazolidine-1,1,3-trione